P(=O)(OC)(OC)OC1OC(C2=CC=C(C=C12)F)=O Dimethyl (6-fluoro-3-oxo-1,3-dihydroisobenzofuran-1-yl) phosphate